ClC1(C(NC2=CC=C(C=C12)S(=O)(=O)Cl)=O)Cl 3,3-dichloro-2-oxo-2,3-dihydro-1H-indole-5-sulfonyl chloride